5-bromo-2-fluoro-4-methyl-benzonitrile BrC=1C(=CC(=C(C#N)C1)F)C